ClC1=NC2=CC(=CC=C2C(=C1)Cl)C(=O)N1CCCCC1 (2,4-Dichloro-7-quinolyl)-(1-piperidyl)methanone